COC=1C=C(C=C(C1)C=1C=NN(C1)CCN1CCOCC1)NC1=CC=NC2=CC=C(C=C12)OC(F)(F)F N-(3-methoxy-5-(1-(2-morpholinoethyl)-1H-pyrazol-4-yl)phenyl)-6-(trifluoromethoxy)quinolin-4-amine